FC1=CC(=C(C=C1)C=1C=CC=2N(C1)C(=NN2)CNC)OCCC=2C(=NN(C2C)C)C 1-(6-(4-fluoro-2-(2-(1,3,5-trimethyl-1H-pyrazol-4-yl)ethoxy)phenyl)-[1,2,4]triazolo[4,3-a]pyridin-3-yl)-N-methylmethanamine